(1S,5R)-N-(4-chloro-3-(2H-1,2,3-triazol-2-yl)phenyl)-1-(5-methyl-1,3,4-oxadiazol-2-yl)-6-azabicyclo[3.1.1]heptane-6-carboxamide ClC1=C(C=C(C=C1)NC(=O)N1[C@@H]2CCC[C@]1(C2)C=2OC(=NN2)C)N2N=CC=N2